FC(C1(CC1)S(=O)(=O)NC(C#CC1=CC=CC2=C1COCCN2C2=NC=1N(C3=CC=CC(=C23)F)C(=NN1)C)(C)C)F 1-(Difluoromethyl)-N-[3-[1-(6-fluoro-1-methyl-[1,2,4]triazolo[4,3-a]quinazolin-5-yl)-3,5-dihydro-2H-4,1-benzoxazepin-6-yl]-1,1-dimethyl-prop-2-ynyl]cyclopropanesulfonamide